5-(ethynyl-d)-6-fluoronaphthalene-2-ol hydrochloride Cl.C(#C[2H])C1=C2C=CC(=CC2=CC=C1F)O